1-benzyl-2-phenyl-4-(thiophen-2-yl)-1H-imidazole C(C1=CC=CC=C1)N1C(=NC(=C1)C=1SC=CC1)C1=CC=CC=C1